OC1=C(C2=C(N(C1=O)CC=1C=NC=C(C1)C1=CC=CC=C1)C=CS2)C(=O)O 6-hydroxy-5-oxo-4-[(5-phenylpyridin-3-yl)methyl]-4,5-dihydrothieno[3,2-b]pyridine-7-carboxylic acid